ClC=1C=C2C(=NC(=NC2=C(C1C1=CC=CC2=C1N=C(S2)N)F)OC[C@H]2N(CCC2)C)C=2CNCC2 4-(6-chloro-4-(2,5-dihydro-1H-pyrrol-3-yl)-8-fluoro-2-(((S)-1-methylpyrrolidin-2-yl)methoxy)quinazolin-7-yl)benzo[d]thiazol-2-amine